CC1=CC(=C(C(N1)=O)CC1=C(C=CC=2ON(OC21)C2CCC(CC2)N2CC1CN(CC1C2)C)C(=O)N)SC (6-methyl-4-(methylsulfanyl)-2-oxo-1,2-dihydropyridin-3-yl-methyl)-2-(4-(5-methylhexahydropyrrolo[3,4-c]pyrrol-2(1H)-yl)cyclohexyl)benzo[d][1,3]dioxazole-5-carboxamide